Tert-butyl N-[(5S)-6-[[(2R)-3-[3-[(allyloxycarbonylamino)methyl]-3-hydroxy-azetidin-1-yl]-2-hydroxy-propyl]amino]-5-(9H-fluoren-9-ylmethoxycarbonylamino)-6-oxo-hexyl]carbamate C(C=C)OC(=O)NCC1(CN(C1)C[C@@H](CNC([C@H](CCCCNC(OC(C)(C)C)=O)NC(=O)OCC1C2=CC=CC=C2C=2C=CC=CC12)=O)O)O